C(C)(C)(C)OC(=O)N1C2CN(CC1CC2)C2=CC=C(C=1N=C(SC12)OC)C(NC1=CC2=CN(N=C2C(=C1)F)C)=O.[N+](=O)([O-])C=1C(=NNC1)C1=NC=CC=N1 2-(4-nitro-1H-pyrazol-3-yl)pyrimidine tert-butyl-3-[4-[(7-fluoro-2-methyl-indazol-5-yl)carbamoyl]-2-methoxy-1,3-benzothiazol-7-yl]-3,8-diazabicyclo[3.2.1]octane-8-carboxylate